2-(4-chloro-2-fluorophenyl)ethan-1-ol ClC1=CC(=C(C=C1)CCO)F